OC(C1=CC=C(C=C1)N=NC1=CC=CC=C1)O 4'-dihydroxymethylazobenzene